NC1=C(C=CC=C1)C(C#CCCCC)=O 1-(2-aminophenyl)-3-n-butylprop-2-yn-1-one